methyl (3S)-3-(5-bromo-2-fluorophenyl)-3-(2-(4-((5-fluoro-1,4,5,6-tetrahydropyrimidin-2-yl)amino)-1H-indazole-6-carboxamido)acetamido)propanoate trifluoroacetate FC(C(=O)O)(F)F.BrC=1C=CC(=C(C1)[C@H](CC(=O)OC)NC(CNC(=O)C1=CC(=C2C=NNC2=C1)NC=1NCC(CN1)F)=O)F